(S)-2-((2-amino-2,4-dimethylpentyl)oxy)-5-(7-methylquinolin-4-yl)benzonitrile N[C@](COC1=C(C#N)C=C(C=C1)C1=CC=NC2=CC(=CC=C12)C)(CC(C)C)C